C(C)(C)(C)OC(C1=C(C=C(C=C1)C1=NC=NC2=CC(=CC=C12)O)C1CCCC1)=O.CC=1C(=C(C=C(C1)C)C(CCC)C1=C(C(=CC(=C1)C)C)O)O 1,1-bis-(3,5-dimethyl-2-hydroxyphenyl)butane tert-butyl-2-cyclopentyl-4-(7-hydroxyquinazolin-4-yl)benzoate